(8-Bromo-4,4-dideutero-2H-1,3-benzoxazin-3-yl)-[2,6-dichloro-4-(1-methylpyrazol-4-yl)phenyl]methanone BrC1=CC=CC=2C(N(COC21)C(=O)C2=C(C=C(C=C2Cl)C=2C=NN(C2)C)Cl)([2H])[2H]